C(C)(C)(C)OC(=O)NC1CCC(CC1)CC(=O)N1CCN(CC1)C1=C(C(=CC=C1)Cl)Cl N-tert-butoxycarbonyl-4-{2-[4-(2,3-dichlorophenyl)-piperazin-1-yl]-2-oxo-ethyl}-cyclohexylamine